FC(C(=O)N1C[C@H](N(CC1)C(=O)OC=1C=C2C(=NC=NC2=CC1OC)NC1=C(C(=C(C=C1)Cl)Cl)F)C)=C 4-((3,4-dichloro-2-fluorophenyl) amino)-7-methoxyquinazolin-6-yl (R)-4-(2-fluoroacryloyl)-2-methylpiperazine-1-carboxylate